N=1N(N=C2C1C=CC=C2)C2=C(C=CC(=C2)C(C)(C)C)O 2-(2H-benzotriazole-2-yl)-4-(1,1-dimethylethyl)-phenol